ClC1=C(C=C(C=C1)C1=CN(C2=NC(=CC=C21)C(=O)N2C(CN(CC2)C2=NC(=C(C(=O)OC)C(=C2)C)C)(C)C)C(COC)COC)F methyl 6-(4-(3-(4-chloro-3-fluorophenyl)-1-(1,3-dimethoxypropan-2-yl)-1H-pyrrolo[2,3-b]pyridine-6-carbonyl)-3,3-dimethylpiperazin-1-yl)-2,4-dimethylnicotinate